3-((8-(dimethylamino)-2-oxo-8-phenyl-1,3-diazaspiro[4.5]decan-3-yl)methyl)-4-methoxybenzonitrile CN(C1(CCC2(CN(C(N2)=O)CC=2C=C(C#N)C=CC2OC)CC1)C1=CC=CC=C1)C